6-chloro-3-(pyridin-3-yl)imidazo[1,2-a]Pyridine ClC=1C=CC=2N(C1)C(=CN2)C=2C=NC=CC2